The molecule is a monocarboxylic acid anion resulting from the removal of a proton from the carboxy group of 17alpha-estradiol 3-glucosiduronic acid. It is a monocarboxylic acid anion, a steroid glucosiduronic acid anion and a beta-D-glucosiduronate. It is a conjugate base of a 17alpha-estradiol 3-glucosiduronic acid. C[C@]12CC[C@H]3[C@H]([C@@H]1CC[C@H]2O)CCC4=C3C=CC(=C4)O[C@H]5[C@@H]([C@H]([C@@H]([C@H](O5)C(=O)[O-])O)O)O